trans-(2-(Methylthio)-8-oxo-7,8-dihydro-9H-purin-9-yl)cyclobutane-1-carbonitrile CSC1=NC=C2NC(N(C2=N1)C1(CCC1)C#N)=O